C(CCCCCCCCCCCCC)(=O)OC([C@@H](OC(CCCCCCCCCCCCC)=O)CO)(C(CCCCCCCCCCC\C=C/CCCCCCCC)=O)C(CCCCCCCCCCC\C=C/CCCCCCCC)=O 1,2-dimyristoyl-(Dierucoyl)-sn-glycerol